C(C=C)(=O)O.C(C=C)(=O)O.C(C=C)(=O)O.C(C=C)(=O)O.OCC(CO)(CO)CO.OCC(CO)(CO)CO di(pentaerythritol) tetraacrylate